(4-nitrophenylsulfonyloxy)propanoate [N+](=O)([O-])C1=CC=C(C=C1)S(=O)(=O)OC(C(=O)[O-])C